C(CC)C=1C(NC(N([C@H]2C[C@H](O)[C@@H](CO)O2)C1)=O)=O 5-Propyl-2'-deoxyuridine